CS(=O)(=O)N1CCCCC1 1-methanesulfonylpiperidin